OCCCS(=O)(=O)C=1C=CC(=C(C(=O)OC)C1)OC methyl 5-((3-hydroxypropyl) sulfonyl)-2-methoxybenzoate